C1(CC1)C(C)(C)N1N=CC(=C1)C(=O)O 1-(2-cyclopropylprop-2-yl)-1H-pyrazole-4-carboxylic acid